N-trityl-L-histidine C(C1=CC=CC=C1)(C1=CC=CC=C1)(C1=CC=CC=C1)N[C@@H](CC1=CNC=N1)C(=O)O